Cl.N[C@]1(C([C@@](CCC1)(C)O)=O)C1=CC=C(C=C1)C(F)(F)F (2S,6S)-2-amino-6-hydroxy-6-methyl-2-(4-(trifluoromethyl)phenyl)cyclohexan-1-one hydrochloride